2-(6-(2,5-Difluorophenyl)-1H-pyrazolo[3,4-b]pyrazin-1-yl)-N,N-dimethylacetamide FC1=C(C=C(C=C1)F)C1=CN=C2C(=N1)N(N=C2)CC(=O)N(C)C